FC(C1=C(OCC2=C(C=C(C=C2)C=2C=3C(NC(C2)=O)=NNC3)OC)C=CC(=C1)C(F)(F)F)(F)F 4-(4-{[2,4-Bis(trifluoromethyl)phenoxy]methyl}-3-methoxyphenyl)-2H,6H,7H-pyrazolo[3,4-b]pyridin-6-one